C1(CC1)C1=NN(C=N1)C1CC2(CN(C2)C(=O)N2CCN(CC2)[C@@H](C(=O)N)C2=CC=C(C=C2)F)C1 (2R)-2-[4-[6-(3-cyclopropyl-1,2,4-triazol-1-yl)-2-azaspiro[3.3]heptane-2-carbonyl]piperazin-1-yl]-2-(4-fluorophenyl)acetamide